ClC1=C(C=CC(=C1)C)C=1CCCC2=C(C1C1=CC=C(C=C1)O[C@@H]1CN(CC1)CCCF)C=CC(=C2)NC([O-])=O (S)-(8-(2-chloro-4-methylphenyl)-9-(4-((1-(3-fluoropropyl)pyrrolidin-3-yl)oxy)phenyl)-6,7-dihydro-5H-benzo[7]annulen-3-yl)carbamate